C(C)(C)(C)C1=C(C(=CC(=C1)C)C(C)(C)C)O 2,6-ditertiarybutyl-4-methyl-phenol